C(=O)O.NC1=NC=CC2=C1C(=NN2[C@H]2C[C@@H](N(C2)C(C=C)=O)COC(F)(F)F)C#CC2=CC1=C(N(C=N1)C)C=C2F 1-((2R,4S)-4-(4-amino-3-((6-fluoro-1-methyl-1H-benzo[d]imidazol-5-yl)ethynyl)-1H-pyrazolo[4,3-c]pyridin-1-yl)-2-((trifluoromethoxy)methyl)pyrrolidin-1-yl)prop-2-en-1-one formate